C(C)C1(COC1)OCC1OC1 3-ethyl-3-(oxiranylmethoxy)oxetane